N1=CSC=2C=NC=CC21 [1,3]thiazolo[5,4-c]pyridin